1,3-bis(4-chloro-α,α,α-trifluoro-m-tolyl)urea ClC1=C(C=C(C=C1)C(F)(F)F)NC(=O)NC=1C=C(C=CC1Cl)C(F)(F)F